O=C1NC=CC2=C1SC(=C2)B(O)O (7-oxo-6,7-dihydrothieno[2,3-c]pyridin-2-yl)boronic acid